ClC=1C=C(C=C(C1)Cl)C1=CC=CC=2C3=CC=CC=C3NC12 1-(3,5-dichlorophenyl)-9H-carbazole